(1R,3S)-3-(3-{[(5-methyl-1,3-oxazol-2-yl)acetyl]amino}-1H-pyrazol-5-yl)cyclopentyl propan-2-ylcarbamate CC(C)NC(O[C@H]1C[C@H](CC1)C1=CC(=NN1)NC(CC=1OC(=CN1)C)=O)=O